C1(CCCCCCCCCCCCCC1)CNCCN N1-Cyclopentadecylmethyl-ethane-1,2-diamine